tert-butyl 3-((1-(5-((tert-butoxycarbonyl)amino)pentyl)-7-(2-methoxypyridin-3-yl)-1H-benzo[d]imidazol-2-yl)carbamoyl)benzoate C(C)(C)(C)OC(=O)NCCCCCN1C(=NC2=C1C(=CC=C2)C=2C(=NC=CC2)OC)NC(=O)C=2C=C(C(=O)OC(C)(C)C)C=CC2